4-(1-((3S,5S)-5,7'-dimethyl-6'-(pyrimidin-2-yl)-3',4'-dihydro-1'H-spiro[pyrrolidine-3,2'-[1,8]naphthyridine]-1-yl)-1-oxopropane-2-yl)-6-methoxynicotinonitrile C[C@H]1C[C@]2(NC3=NC(=C(C=C3CC2)C2=NC=CC=N2)C)CN1C(C(C)C1=CC(=NC=C1C#N)OC)=O